CC1=CC=C(C(=O)O[C@H]2[C@@H](O[C@@H](C2)N2C(N=C(C(=C2)C=2OC=CC2)N)=O)COC(C2=CC=C(C=C2)C)=O)C=C1 (2S,3R,5S)-5-(4-amino-5-(furan-2-yl)-2-oxopyrimidin-1(2H)-yl)-2-(((4-methylbenzoyl)oxy)methyl)tetrahydrofuran-3-yl 4-methylbenzoate